5-[8-[3-methyl-3-(trifluoromethyl)pyrrolidin-1-yl]imidazo[1,2-b]pyridazin-6-yl]-1H-pyrimidine-2,4-dione CC1(CN(CC1)C=1C=2N(N=C(C1)C=1C(NC(NC1)=O)=O)C=CN2)C(F)(F)F